N-[(1S)-1-{[(1S)-4-(carbamoylamino)-1-{[4-(hydroxymethyl)phenyl]carbamoyl}butyl]carbamoyl}-2-methylpropyl]-6-(2,5-dioxopyrrol-1-yl)hexanamide C(N)(=O)NCCC[C@@H](C(NC1=CC=C(C=C1)CO)=O)NC(=O)[C@H](C(C)C)NC(CCCCCN1C(C=CC1=O)=O)=O